(E)-4-Bromobutan-2-enoic acid tert-butyl ester C(C)(C)(C)OC(\C=C\CBr)=O